BrC1=C(C(=O)OCC)C=C(N=C1C1=C(C=C(C=C1)Cl)F)N1CC(OCC1)C=1C=NN(C1)C1CC1 ethyl 3-bromo-2-(4-chloro-2-fluorophenyl)-6-(2-(1-cyclopropyl-1H-pyrazol-4-yl)morpholino)isonicotinate